BrC1=NC(=CC(=C1N)C)Cl 2-bromo-6-chloro-4-methylpyridin-3-amine